C1(CC1)[C@H](C)N1C(C2=C(C=C(C=C2C1)C1=CNC=2N=C(N=C(C21)OC)NC(C)=O)C)=O (S)-N-(5-(2-(1-cyclopropylethyl)-7-methyl-1-oxoisoindolin-5-yl)-4-methoxy-7H-pyrrolo[2,3-d]pyrimidin-2-yl)acetamide